3-(5-((4-(3-bromopyridin-4-yl)piperazin-1-yl)methyl)-1-oxoisoindolin-2-yl)piperidine-2,6-dione BrC=1C=NC=CC1N1CCN(CC1)CC=1C=C2CN(C(C2=CC1)=O)C1C(NC(CC1)=O)=O